CNC(CCCCC)(NC)NC tri(methylamino)hexane